C(Cl)(Cl)(Cl)Cl.C1(CCCCCN1)=O caprolactam carbon tetrachloride